C(C1=CC=CC=C1)OC(N[C@H]1[C@@H](CN(CC1)S(=O)(=O)C)O)=O |r| racemic-((3r,4r)-3-hydroxy-1-(methylsulfonyl)piperidin-4-yl)carbamic acid benzyl ester